F[C@H]1C[C@H](N2N=C(N=C21)S(=O)(=O)COC)C2=CC=CC=C2 (5S,7S)-7-fluoro-2-(methoxymethylsulfonyl)-5-phenyl-6,7-dihydro-5H-pyrrolo[1,2-b][1,2,4]triazole